(6S)-N-(3-chloro-2,4-difluorobenzyl)-1-hydroxy-2,15-dioxo-2,6,7,8,9,15-hexahydro-6,14-methanobenzo[e]pyrido[1,2-a][1,4]diazecine-3-carboxamide ClC=1C(=C(CNC(=O)C=2C(C(=C3N([C@H]4CCCC5=C(N(C3=O)C4)C=CC=C5)C2)O)=O)C=CC1F)F